P(=O)(O)(O)OC[C@@H]1[C@H]([C@H]([C@@H](O1)N1C=NC=2C(N)=NC=NC12)O)O Adenosine monophosphate